2-chloro-[1,2,4]triazolo[1,5-a]pyridin-6-ol ClC1=NN2C(C=CC(=C2)O)=N1